pregna-1,4,16-triene-3,11,20-triene-21-acetate C(=CC1=CC[C@H]2[C@@H]3CCC4=C=CC=C[C@]4(C)[C@H]3C=C[C@]12C)CC(=O)[O-]